(1,4)-dioxane O1CCOCC1